C1(=CC=CC2=CC=CC=C12)C1=NC(=NC(=N1)C(Cl)(Cl)Cl)C(Cl)(Cl)Cl 2-(naphthalen-1-yl)-4,6-bis(trichloromethyl)s-triazine